P(=O)(O[C@H]1O[C@@]([C@@H]([C@@H]1O)O)(C#N)C1=CC=C2C(=NC=NN21)N)(OC)OC[C@@H](CC#CCCCCCCCCCCCCCC)OCC2=CC(=CC(=C2)F)C#N ((2R,3S,4R,5R)-5-(4-Aminopyrrolo[2,1-f][1,2,4]triazin-7-yl)-5-cyano-3,4-dihydroxytetrahydrofuran-2-yl) methyl ((R)-2-((3-cyano-5-fluorobenzyl) oxy) nonadec-4-yn-1-yl) phosphate